4,8-Dimethyl-2-[(pyridin-2-yl)methyl]-4,5-dihydro-2H-furo[2,3-g]indazole-7-carboxylic acid ethyl ester C(C)OC(=O)C1=C(C2=C(CC(C3=CN(N=C23)CC2=NC=CC=C2)C)O1)C